NC=1C=C(C=CC1)C(C(=O)O)(F)F 2-(3-aminophenyl)-2,2-difluoro-acetic acid